C1(CCCC1)C1=C(C(=O)O)C=CC(=C1)B1OC(C(O1)(C)C)(C)C 2-cyclopentyl-4-(4,4,5,5-tetramethyl-1,3,2-dioxaborolan-2-yl)benzoic acid